N-(1-methyl-2-(6-methylpyrimidin-4-yl)-1H-pyrrolo[3,2-c]pyridin-6-yl)cyclopropanecarboxamide CN1C(=CC=2C=NC(=CC21)NC(=O)C2CC2)C2=NC=NC(=C2)C